C(C)(C)(C)OC(=O)N1CC(CC(C1)C1=CC=CC=C1)C(N)=O 3-carbamoyl-5-phenylpiperidine-1-carboxylic acid tert-butyl ester